C(C(=C)C)(=O)OC(COC1=CC=C(C=C1)C(C)(C)C1=CC=C(C=C1)OCC(C)OC(C(=C)C)=O)C 2,2-bis[4-(2-methacryloyloxypropoxy)-phenyl]propane